C(=O)N1CCCC1 formyl-pyrrolidine